N-(1-(1-(4-(trifluoromethyl)phenyl)-1H-pyrazolo[4,3-b]pyridin-3-yl)pyrrolidin-3-yl)but-2-ynamide FC(C1=CC=C(C=C1)N1N=C(C2=NC=CC=C21)N2CC(CC2)NC(C#CC)=O)(F)F